1-oxo-1,3-dihydro-2H-pyrrolo[3,4-c]Pyridine-2-carboxylic acid tert-butyl ester C(C)(C)(C)OC(=O)N1CC=2C=NC=CC2C1=O